4-([1,1'-biphenyl]-3-yl)-2-chloro-6-phenylpyridine C1(=CC(=CC=C1)C1=CC(=NC(=C1)C1=CC=CC=C1)Cl)C1=CC=CC=C1